C(C)(C)(C)OC(=O)N1CCN(CC1)C(=O)C1=CC2=C(S1)C=C(C(=C2)OC(F)F)C2=NN(C=C2NC=2C=NN1C2N=CC=C1)C 4-(5-(difluoromethoxy)-6-(1-methyl-4-(pyrazolo[1,5-a]pyrimidin-3-ylamino)-1H-pyrazol-3-yl)benzo[b]thiophene-2-carbonyl)piperazine-1-carboxylic acid tert-butyl ester